(2-aminoethyl)-2-methyl-N6-(5-phenylthiazol-2-yl)pyrimidine-4,6-diamine NCCC=1C(=NC(=NC1NC=1SC(=CN1)C1=CC=CC=C1)C)N